COC=1C(=C(C(=CC1)C)C1=NC(=CC2=C1N=CNC2=O)C)C 8-(3-methoxy-2,6-dimethylphenyl)-6-methylpyrido[3,4-d]pyrimidin-4(3H)-one